tert-Butyl 6-{(2S)-2-[(1-ethyl-1H-pyrazol-5-yl)formamido]-2-(trans-4-methyl-cyclohexyl)acetamido}-4-fluoro-1,2-dihydrospiro[indole-3,4'-oxane]-1-carboxylate C(C)N1N=CC=C1C(=O)N[C@H](C(=O)NC1=CC(=C2C(=C1)N(CC21CCOCC1)C(=O)OC(C)(C)C)F)[C@@H]1CC[C@H](CC1)C